2-(4-nitro-1-((2-(trimethylsilyl)ethoxy)methyl)-1H-pyrazol-3-yl)pyridine [N+](=O)([O-])C=1C(=NN(C1)COCC[Si](C)(C)C)C1=NC=CC=C1